[(2S)-2-(4-chlorophenoxy)propanamido]oxylazetidine-1-carboxylate ClC1=CC=C(O[C@H](C(=O)NOC2N(CC2)C(=O)[O-])C)C=C1